7-(1-(piperidin-4-yl)-1H-pyrazol-4-yl)benzo[e][1,2,4]triazine-1,4-Dioxide N1CCC(CC1)N1N=CC(=C1)C1=CC2=C([N+](=CN=[N+]2[O-])[O-])C=C1